1-(3-cyclohexenylmethyl)-4-piperidylamine C1(CC=CCC1)CN1CCC(CC1)N